(2S,4S)-4-fluoro-1-[2-[4-[(8-methoxy-4-quinolyl)oxy]-1-piperidyl]acetyl]pyrrolidine-2-carbonitrile F[C@H]1C[C@H](N(C1)C(CN1CCC(CC1)OC1=CC=NC2=C(C=CC=C12)OC)=O)C#N